ClC1=C(C=C(C(=C1O)O)Cl)C1=CC(=NO1)[C@]1([C@@H](N2C(C[C@H]2S1(=O)=O)=O)C(=O)O)C (2S,3R,5R)-3-(5-(2,5-dichloro-3,4-dihydroxyphenyl)isoxazol-3-yl)-3-methyl-7-oxo-4-thia-1-azabicyclo[3.2.0]heptane-2-carboxylic acid 4,4-dioxide